C(C1=CC=CC=C1)OC1=NC(=CC=C1NC1=C(C=CC(=C1)N1CCC(CC1)OC1CCC(CC1)C(OC)OC)[N+](=O)[O-])OCC1=CC=CC=C1 2,6-dibenzyloxy-N-[5-[4-[4-(dimethoxymethyl)cyclohexoxy]-1-piperidyl]-2-nitro-phenyl]pyridin-3-amine